C(C)(C)(C)OC(=O)N1OCC[C@H]1C=1C=NC(=CC1)C.CC1=CC=C(C=N1)[C@H]1NOCC1 (3S)-3-(6-Methyl-3-pyridyl)isoxazolidine Tert-butyl-(S)-3-(6-methylpyridin-3-yl)isoxazolidine-2-carboxylate